C1(CCC1)N1C(=NC2=C1C(=CC(=C2)F)F)NC(CC(C(F)(F)F)(C)C)=O N-(1-cyclobutyl-5,7-difluoro-1H-benzo[d]imidazol-2-yl)-4,4,4-trifluoro-3,3-dimethylbutanamide